COC(C=CC1=CC=C(C=C1)CBr)=O 4-bromomethyl-cinnamic acid methyl ester